(S)- and (R)-2-((4-cyanophenEthyl)amino)-N-(4-(1-methyl-1H-pyrazol-4-yl)-pyridin-2-yl)-2-phenylacetamide C(#N)C1=CC=C(CCN[C@H](C(=O)NC2=NC=CC(=C2)C=2C=NN(C2)C)C2=CC=CC=C2)C=C1 |r|